(5Z,8Z,11Z,14Z)-5,8,11,14-Eicosatetraenamide C(CCC\C=C/C\C=C/C\C=C/C\C=C/CCCCC)(=O)N